C(#N)C1=C(SC2=C1C(=NC=C2F)C=2C1=C(C=3C=NC(=NC3C2F)OCCN2CCOCC2)COC1)NC(OC(C)(C)C)=O tert-Butyl N-[3-cyano-7-fluoro-4-[5-fluoro-3-(2-morpholinoethoxy)-7,9-dihydrofuro[3,4-f]quinazolin-6-yl]thieno[3,2-c]pyridin-2-yl]carbamate